NC1=C(C(=NN1[C@@H]1CN([C@H](C1)[C@@H](C)O)C(C=C)=O)C#CC1=CC2=C(N(C=N2)C2CC2)C=C1F)C(=O)N 5-amino-3-[2-(1-cyclopropyl-6-fluoro-1,3-benzodiazol-5-yl)ethynyl]-1-[(3s,5R)-5-[(1R)-1-hydroxyethyl]-1-(prop-2-enoyl)pyrrolidin-3-yl]pyrazole-4-carboxamide